[C@@H]12OC[C@@H](N(C1)C=1C=C3C(=CC=NC3=CC1)C(=O)O)C2 6-((1S,4S)-2-Oxa-5-azabicyclo[2.2.1]heptan-5-yl)quinoline-4-carboxylic acid